C(C)(=O)O.C(C)(C)(C)OC(=O)N1CCC(CC1)C1=CC=CC=C1 4-phenylpiperidine-1-carboxylic acid tert-butyl ester acetate